C(C)OC(=O)C=1NC(C2=C(N1)N(N=C2)C2=C(C=C(C=C2)F)OC)=O 1-(4-fluoro-2-methoxy-phenyl)-4-keto-5H-pyrazolo[3,4-d]pyrimidine-6-carboxylic acid ethyl ester